3-(3-chlorophenyl)-2-methylpropanamide ClC=1C=C(C=CC1)CC(C(=O)N)C